Undec-1-en C=CCCCCCCCCC